tert-butyl (3R)-3-[(4-methylphenyl)sulfonyloxymethyl]pyrrolidine-1-carboxylate CC1=CC=C(C=C1)S(=O)(=O)OC[C@H]1CN(CC1)C(=O)OC(C)(C)C